FC(C1=NN=C(S1)C1=CN=C2N1C=C(C=C2N2CC1N(CC2)C(CCC1)=O)S(=O)(=O)NC1(CC1)C)F 3-(5-(difluoromethyl)-1,3,4-thiadiazol-2-yl)-N-(1-methylcyclopropyl)-8-(6-oxooctahydro-2H-pyrido[1,2-a]pyrazin-2-yl)imidazo[1,2-a]pyridine-6-sulfonamide